CN(C/C=C/C(=O)N1CC(C1)(F)COC(=O)N1CCC(CC1)NC1=CC(=NC=2N1N=CC2C(C)C)C2CC2)C 4-((5-cyclopropyl-3-isopropylpyrazolo[1,5-a]pyrimidin-7-yl)amino)piperidine-1-carboxylic acid (E)-(1-(4-(dimethylamino)but-2-enoyl)-3-fluoroazetidine-3-yl)methyl ester